2,5-bis(4-pyridyl)-1,3,4-oxadiazole N1=CC=C(C=C1)C=1OC(=NN1)C1=CC=NC=C1